O1[C@H](COC2=C1C=CC=C2)C2=CC=C(CN[C@@H]1[C@H](CCC1)O)C=C2 (1S,2S)-2-({4-[(2S)-2,3-dihydro-1,4-benzodioxin-2-yl]benzyl}amino)cyclopentan-ol